2-[(2E,4E)-5-[(1R,2R,3S,6R)-3-amino-1,2,6-trimethylcyclohexyl]-3-methylpenta-2,4-dien-1-yl]-4-chloro-3-methoxy-6-[(1E)-(methoxyimino)methyl]-5-methylphenol N[C@@H]1[C@@H]([C@@]([C@@H](CC1)C)(C)/C=C/C(=C/CC1=C(C(=C(C(=C1OC)Cl)C)/C=N/OC)O)/C)C